1-(4-(4-((1-cyclopropyl-1H-pyrazol-4-yl)amino)pyrimidin-2-yl)phenyl)imidazolidin-2-one C1(CC1)N1N=CC(=C1)NC1=NC(=NC=C1)C1=CC=C(C=C1)N1C(NCC1)=O